BrCC1=C(C=C(C=C1)OC)Cl 1-(bromomethyl)-2-chloro-4-methoxybenzene